α-(methoxymethylene)phenylacetic acid methyl ester COC(C(=COC)C1=CC=CC=C1)=O